O1C(=CC2=C1C=CC=C2)C2C1(C3=CC=CC=C3C2)CCC(CC1)(C(=O)O)NC1=CC(=CC=C1)Cl 2'-(1-benzofuran-2-yl)-4-(3-chloroanilino)-2',3'-dihydrospiro[cyclohexane-1,1'-indene]-4-carboxylic acid